C([C@@H]1[C@H]([C@@H]([C@H]([C@H](O1)O)NS(=O)(=O)[O-])O)O[C@H]2[C@@H]([C@H]([C@@H]([C@H](O2)C(=O)[O-])O)O)O)O The molecule is a carbohydrate acid derivative anion obtained via global deprotonation of the carboxy and sulfo groups of heparosan-N-sulfate D-glucuronic acid; major species at pH 7.3. It is a carbohydrate acid derivative anion, an organic sulfamate oxoanion, a carboxylic acid anion and a heparosan D-glucuronic acid zwitterion. It is a conjugate base of a heparosan-N-sulfate D-glucuronic acid.